NC1=C(SC=C1)C(CC(C)C)C 3-amino-2-(1,3-dimethylbutyl)thiophene